N1=C(C=CC=C1)OC1=NNC=C1 PYRIDYLOXYPYRAZOLE